[7-[6-(trifluoromethyl)pyrazin-2-yl]oxy-2-azaspiro[3.5]nonan-2-yl]methanone copper-copper [Cu].[Cu].FC(C1=CN=CC(=N1)OC1CCC2(CN(C2)C=O)CC1)(F)F